[Na].C(CO)O ethylene glycol sodium salt